[I-].C(CCCCCC)[N+](CCCCCCCCCCCC)(CCCCCCC)CCCCCCC tri-heptyl-dodecyl-ammonium iodide